[N+](=O)([O-])C=1C(=NC(=NC1)NC(C)(C)CC)NC1CCC(CC1)C(=O)N (1S,4S)-4-((5-nitro-2-(tert-amylamino)pyrimidin-4-yl)amino)cyclohexane-1-carboxamide